C[NH+]1CC[NH2+]CC1 1-methylpiperazine-1,4-diium